1-(2-{[1-(3-fluoro(2-pyridyl))-isopropyl]amino}pyrimidin-5-yl)pyrazole-4-carboxamide FC=1C(=NC=CC1)C(C)(C)NC1=NC=C(C=N1)N1N=CC(=C1)C(=O)N